1-ethyl-3-oxo-8-azabicyclo[3.2.1]oct-6-ene-8-carboxylic acid tert-butyl ester C(C)(C)(C)OC(=O)N1C2(CC(CC1C=C2)=O)CC